ClC1=C(C(=CC=C1)Cl)N1C=2N(C3=C(C1=O)C=NC(=N3)NC3=CC=C(C=C3)N3[C@@H]1[C@H](CC3)CN(C1)C)C=CN2 6-(2,6-dichlorophenyl)-2-({4-[(3aR,6aR)-5-methyl-hexahydropyrrolo[3,4-b]pyrrol-1(2H)-yl]phenyl}amino)imidazo[1,2-a]pyrimido[5,4-e]pyrimidin-5(6H)-one